4,5-Dihydro-4-(hydroxymethyl)-1-phenyl-1H-tetrazol-5-thion OCN1N=NN(C1=S)C1=CC=CC=C1